glycidoxypropyl-methyldimeth-oxysilane C(C1CO1)OCCC[Si](OC)(OC)C